ClC=1C(=NC(=NC1)NC1CCN(CC1)C(C)=O)C1CN(CC1)C(C1=CC=C(C=C1)F)=O 1-(4-((5-chloro-4-(1-(4-fluorobenzoyl)pyrrolidin-3-yl)pyrimidin-2-yl)amino)piperidin-1-yl)ethan-1-one